C(C)(C)(C)OC(N[C@H]1C2(CN3N=CC=C31)CCN(CC2)C2=NC=C(N=C2)I)=O (S)-(1-(5-iodopyrazin-2-yl)-4'H,6'H-spiro[piperidine-4,5'-pyrrolo[1,2-b]pyrazol]-4'-yl)carbamic acid tert-butyl ester